(S)-1-amino-2-(1-(but-2-ynyl)piperidin-2-yl)-4-(4-((4-(trifluoromethyl)pyridin-2-yl)Carbamoyl)phenyl)-1H-imidazole-5-carboxamide NN1C(=NC(=C1C(=O)N)C1=CC=C(C=C1)C(NC1=NC=CC(=C1)C(F)(F)F)=O)[C@H]1N(CCCC1)CC#CC